5,7-Difluoro-1-(4-(3-isopropylazetidin-1-yl)phenyl)-1H-indazol-6-ol FC=1C=C2C=NN(C2=C(C1O)F)C1=CC=C(C=C1)N1CC(C1)C(C)C